CC1(CN2C1=NC2)C N,N'-dimethyleneisobutyramidine